2-(4-cyclopropylbenzyl)-4-((2S,3R,4R,5S,6R)-3,4,5-trihydroxy-6-(hydroxymethyl)tetrahydro-2H-pyran-2-yl)benzonitrile C1(CC1)C1=CC=C(CC2=C(C#N)C=CC(=C2)[C@@H]2O[C@@H]([C@H]([C@@H]([C@H]2O)O)O)CO)C=C1